N[C@@H](C(=O)OC)C(C)(C)C methyl (R)-2-amino-3,3-dimethylbutyrate